C1(CC1)C=1C(=NSC1C(=O)NC1=CC(=NC=C1)C(F)(F)F)C=1C=NC=NC1 4-cyclopropyl-3-(pyrimidin-5-yl)-N-[2-(trifluoromethyl)pyridin-4-yl]-1,2-thiazole-5-carboxamide